CSC1=CC=C(C=C1)[C@@H](C)NC(=O)[C@@H]1CN(CCC1)C=1C=2C(N=CN1)=NN(C2)C2=CC=C(C=C2)C (S)-N-((R)-1-(4-(methylthio)phenyl)ethyl)-1-(2-(p-tolyl)-2H-pyrazolo[3,4-d]pyrimidin-4-yl)piperidine-3-carboxamide